3,5-dimethyl-pyrazole tert-butyl-(S)-4-(5-bromo-7-(3,5-difluorophenyl)-7H-pyrrolo[2,3-d]pyrimidin-4-yl)-3-methylpiperazine-1-carboxylate C(C)(C)(C)OC(=O)N1C[C@@H](N(CC1)C=1C2=C(N=CN1)N(C=C2Br)C2=CC(=CC(=C2)F)F)C.CC2=NNC(=C2)C